CC(C(=O)C1=CC=CC=C1)C1=CC=C(C=C1)SC 2-methyl-[4-(methylthio)phenyl]acetophenone